BrC=1C(=C(NC1CO)C(=O)OCC)I ethyl 4-bromo-5-(hydroxymethyl)-3-iodo-1H-pyrrole-2-carboxylate